1'-(6-amino-5-((2-amino-3-chloropyridin-4-yl)thio)pyrazin-2-yl)hexahydro-1H-spiro[pentalene-2,4'-piperidin]-1-amine NC1=C(N=CC(=N1)N1CCC2(CC1)C(C1CCCC1C2)N)SC2=C(C(=NC=C2)N)Cl